C1(=CC=CC=2C3=CC=CC=C3CC12)COC(=O)N([C@@H](CS)C(=O)O)C[C@H](COC(CCCCCCCCCCCCCCC)=O)OC(CCCCCCCCCCCCCCC)=O fluorenylmethoxycarbonyl-R-(2,3-dipalmitoyloxypropyl)-R-cysteine